FC(F)(F)C(C=CC)(C)C(F)(F)F bis(trifluoromethyl)pent-2-ene